5-methoxy-4-((2-(4-(methoxycarbonyl)phenyl)-4-(thiazol-2-yl)piperazin-1-yl)methyl)-7-methyl-1H-indole-1-carboxylate COC=1C(=C2C=CN(C2=C(C1)C)C(=O)[O-])CN1C(CN(CC1)C=1SC=CN1)C1=CC=C(C=C1)C(=O)OC